Tert-butyl 7-(3-(4,4,5,5-tetramethyl-1,3,2-dioxaborolan-2-yl)phenyl)-2,7-diazaspiro[3.5]nonane-2-carboxylate CC1(OB(OC1(C)C)C=1C=C(C=CC1)N1CCC2(CN(C2)C(=O)OC(C)(C)C)CC1)C